(R)-N-(1-cyanopyrrolidin-3-yl)-4-((4-cyclopropylpyrimidin-2-yl)amino)-3-fluorobenzamide C(#N)N1C[C@@H](CC1)NC(C1=CC(=C(C=C1)NC1=NC=CC(=N1)C1CC1)F)=O